C1NC[C@H]2[C@@H]1C=C(C2)C2=CC=C(CN1C=CC3=CC(=CC=C13)N1N=C(C=C1C)C(=O)N)C=C2 Racemic-(cis)-1-(1-(4-(1,2,3,3a,4,6a-hexahydrocyclopenta[c]pyrrol-5-yl)benzyl)-1H-indol-5-yl)-5-methyl-1H-pyrazole-3-carboxamide